1-((benzyloxy)methyl)cyclopropane-1-carbaldehyde C(C1=CC=CC=C1)OCC1(CC1)C=O